rac-tert-butyl (1-((4R,5R)-7-ethyl-4-(4-fluorophenyl)-6-oxo-1-phenyl-5-(3-(trifluoromethyl)benzamido)-4,5,6,7-tetrahydro-1H-pyrazolo[3,4-b]pyridin-3-yl)cyclopropyl)carbamate C(C)N1C2=C([C@H]([C@H](C1=O)NC(C1=CC(=CC=C1)C(F)(F)F)=O)C1=CC=C(C=C1)F)C(=NN2C2=CC=CC=C2)C2(CC2)NC(OC(C)(C)C)=O |r|